1-acetyl-4-(3-(cyclopropylmethoxy)-4-(difluoromethoxy)phenyl)-N-((pyrimidin-2-yl)methyl)pyrrolidine-2-carboxamide C(C)(=O)N1C(CC(C1)C1=CC(=C(C=C1)OC(F)F)OCC1CC1)C(=O)NCC1=NC=CC=N1